pyrazolaldehyde borate B(O)(O)O.N1N=C(C=C1)C=O